2-fluoro-5-iodopyrimidine FC1=NC=C(C=N1)I